tert-butyl N-[2-fluoro-3-({[1-(3-fluoro-2,4-dihydroxyphenyl)ethyl]amino}methyl)phenyl]carbamate FC1=C(C=CC=C1CNC(C)C1=C(C(=C(C=C1)O)F)O)NC(OC(C)(C)C)=O